CC=1C=CC=C2C(=CC=NC12)NC1=CC=C(C(=O)N)C=C1 4-[(8-methylquinolin-4-yl)amino]Benzamide